[O-]S(=O)(=O)C(F)(F)F.[Cu+].C(C)#N acetonitrile copper(I) triflate